C(=O)(OC(C)(C)C)NC(C(N)C)C monoBOC-1,2-dimethylethylenediamine